[2H]C(C(=O)N1C[C@@H](OCC1)CN1CCC(CC1)NC=1C=2N(C=C(C1)C(F)(F)F)C(=CN2)C(C)C)=C([2H])[2H] 2,3,3-trideuterio-1-[(2S)-2-[[4-[[3-isopropyl-6-(trifluoromethyl)imidazo[1,2-a]pyridin-8-yl]amino]-1-piperidyl]methyl]morpholin-4-yl]prop-2-en-1-one